CC=1N(C2=CC=CC=C2C1C=O)CCOC1=CC2=CC=CC=C2C=C1 2-methyl-1-(2-(naphthalene-2-oxy)ethyl)-1H-indole-3-carbaldehyde